(E)-N-(4-(1-(6-(4-(2-((2-(2,6-dioxopiperidin-3-yl)-1,3-dioxoisoindolin-4-yl)thio)ethyl)piperazin-1-yl)pyridazine-3-carbonyl)piperidin-4-yl)butyl)-3-(pyridin-3-yl)acrylamide O=C1NC(CCC1N1C(C2=CC=CC(=C2C1=O)SCCN1CCN(CC1)C1=CC=C(N=N1)C(=O)N1CCC(CC1)CCCCNC(\C=C\C=1C=NC=CC1)=O)=O)=O